CN1N=C(C2=CC=CC=C12)\C=C\[N+](=O)[O-] (E)-1-methyl-3-(2-nitrovinyl)-1H-indazole